ethane palladium dichloride [Pd](Cl)Cl.CC